5,7,7,12,12,14-hexamethyl-1,4,8,11-tetraazacyclotetradecane CC1NCCNC(CC(NCCNC(C1)(C)C)(C)C)C